diethyl-phenyl-hexadecyl-ammonium chloride [Cl-].C(C)[N+](CCCCCCCCCCCCCCCC)(C1=CC=CC=C1)CC